methoxy-N-methyltetrahydro-2H-pyran-3-carboxamide COC1OCCCC1C(=O)NC